O=C1NC(CCC1N1C(C2=CC=C(C=C2C1)N1CCN(CC1)CC1CCN(CC1)C1=CC=C(C=C1)\C(=C(\CC)/C1=CC=CC=C1)\C1=CC=C(C=C1)B(O)O)=O)=O (Z)-(4-(1-(4-(4-((4-(2-(2,6-dioxopiperidin-3-yl)-1-oxoisoindolin-5-yl)piperazin-1-yl)methyl)piperidin-1-yl)phenyl)-2-phenylbut-1-en-1-yl)phenyl)boronic acid